1-(2-(4-(2-hydroxypropan-2-yl)piperidin-1-yl)-2-carbonylethyl)-1H-pyrazole-3,4-dicarboxamide OC(C)(C)C1CCN(CC1)C(CN1N=C(C(=C1)C(=O)N)C(=O)N)=C=O